(E)-1-(5-methyl-3-(2-nitrovinyl)-1H-pyrazol-1-yl)cyclopropane-1-carboxylic acid methyl ester COC(=O)C1(CC1)N1N=C(C=C1C)\C=C\[N+](=O)[O-]